1,2,3,6-tetrahydropyridin-3-yl-3-d pivalate C(C(C)(C)C)(=O)OC1(CNCC=C1)[2H]